ClC1=CC=C(C(=O)NC2=CC(=NN2C)C(F)(F)F)C=C1 4-chloro-N-(1-methyl-3-(trifluoromethyl)-1H-pyrazol-5-yl)benzamide